(-)-methoxyacetic acid COCC(=O)O